O=C1NC(CCC1N1C(N(C2=C1C=CC(=C2)C#CC2CCC(CC2)C(=O)OCC2=CC=CC=C2)C)=O)=O 1-Benzyl 4-[2-[1-(2,6-dioxopiperidin-3-yl)-3-methyl-2-oxo-1,3-benzodiazol-5-yl]ethynyl]cyclohexane-1-carboxylate